ClC1=C(CNC(=O)C2(C=3C=CC=NC3C(CC2)(CO)O)F)C=CC(=C1)F N-(2-chloro-4-fluorobenzyl)-5-fluoro-8-hydroxy-8-(hydroxymethyl)-5,6,7,8-tetrahydroquinoline-5-carboxamide